C(CCCCCCCCCCC)C1CN(CC1)C1CC(N(C(C1)(C)C)C)(C)C 3-dodecyl-1-(1,2,2,6,6-pentamethylpiperidin-4-yl)pyrrolidine